N1(CCNCC1)C(=O)C1=CC=C(C=C1)C=1C=NC=C(C(=O)NC2=CC=C(C=C2)N)C1 5-(4-(piperazine-1-carbonyl)phenyl)-N-(4-aminophenyl)nicotinamide